CC1=C(C(=CC(=C1)C)C)B(C1=C(C=C(C=C1C)C)C)C1=C(C=C(C=C1C)C)C tri(2,4,6-trimethylphenyl)borane